[4-[[2-amino-4-(pentylamino)pyrrolo[3,2-d]pyrimidin-5-yl]methyl]-3-methoxy-phenyl]methanol NC=1N=C(C2=C(N1)C=CN2CC2=C(C=C(C=C2)CO)OC)NCCCCC